COC1=CC=C(C=C1)C(OC[C@@H]1[C@@H](C[C@@H](O1)N1C(NC=CC1=S)=O)O)(C1=CC=CC=C1)C1=CC=C(C=C1)OC 3-[(2r,4r,5r)-5-[[bis(4-methoxyphenyl)-phenyl-methoxy]methyl]-4-hydroxy-tetrahydrofuran-2-yl]-4-thioxo-1H-pyrimidin-2-one